butyl 6-[[3-(trifluoromethyl)-1H-pyrrolo[2,3-b]pyridin-6-yl]methylene]-2-azaspiro[3.3]heptane-2-carboxylate FC(C1=CNC2=NC(=CC=C21)C=C2CC1(CN(C1)C(=O)OCCCC)C2)(F)F